1-[({1-[5-(difluoromethyl)(1,3,4-thiadiazol-2-yl)]-4-[4-(1-methylimidazol-2-yl)piperazinyl]-1H-indazol-6-yl}sulfonyl)amino]cyclopropanecarbonitrile FC(C1=NN=C(S1)N1N=CC2=C(C=C(C=C12)S(=O)(=O)NC1(CC1)C#N)N1CCN(CC1)C=1N(C=CN1)C)F